C(C)(C)(C)N(C(O)=O)[C@@H]1CCC2=CC(=CC=C12)C.ClC1=C(C=CC=C1Cl)NC(C)=O |r| N-(2,3-dichlorophenyl)acetamide Racemic-tert-butyl-(5-methyl-2,3-dihydro-1H-inden-1-yl)carbamate